BrCC(=O)C1=C(C(=CC=C1)F)Br 2-bromo-1-(2-bromo-3-fluorophenyl)ethan-1-one